NC1=NN=C(S1)OCC(=O)OC methyl 2-((5-amino-1,3,4-thiadiazol-2-yl)oxy)acetate